BrC1=C(C=C2C(=NC(=NC2=C1F)Cl)N([C@H]1[C@H](N(CC1)C(=O)OC(C)(C)C)C)C)C(F)(F)F tert-butyl (2R,3R)-3-[[7-bromo-2-chloro-8-fluoro-6-(trifluoromethyl)quinazolin-4-yl]-methyl-amino]-2-methyl-pyrrolidine-1-carboxylate